7-methyl-1-[[3-[(1R,5S,6R)-3-[4-(trifluoromethyl)phenyl]-3-azabicyclo[3.1.0]hex-6-yl]-1,2,4-oxadiazol-5-yl]methyl]purin-6-one CN1C=NC=2N=CN(C(C12)=O)CC1=NC(=NO1)C1[C@H]2CN(C[C@@H]12)C1=CC=C(C=C1)C(F)(F)F